C(CCCCCCC\C=C/CCCCCCCC)(=O)OCCCCCCCC octyl oleate